cyclopentadienyl-trimethyliridium C1(C=CC=C1)[Ir](C)(C)C